ClCCCCCCOCCOCCNC(=O)C1=CC=C2C(OC3(C4=CC=C(C=C4OC=4C=C(C=CC34)N3CC(C3)C(=O)N3CCOCC3)N3CC(C3)C(=O)N3CCOCC3)C2=C1)=O N-(2-(2-((6-chlorohexyl)oxy)ethoxy)ethyl)-3',6'-bis(3-(morpholine-4-carbonyl)azetidin-1-yl)-3-oxo-3H-spiro[isobenzofuran-1,9'-xanthene]-6-carboxamide